CN(CCOC=1C=NC(=NC1)NC1CCC(CC1)OC1=C2C=C(C=NC2=CC(=N1)N1CCOCC1)N(S(=O)(=O)C)CC=1C=NN(C1[N+](=O)[O-])C)C N-[5-[4-[[5-[2-(dimethylamino)ethoxy]pyrimidin-2-yl]amino]cyclohexoxy]-7-morpholino-1,6-naphthyridin-3-yl]-N-[(1-methyl-5-nitro-pyrazol-4-yl)methyl]methanesulfonamide